[4-(methoxycarbonyl)phenyl]Boric acid COC(=O)C1=CC=C(C=C1)OB(O)O